2-(1-(4-((4-(4-(2-hydroxyethyl)piperidin-1-yl)phenyl)amino)-5-oxo-5,6-dihydropyrimido[4,5-d]pyridazin-2-yl)piperidin-4-yl)acetonitrile OCCC1CCN(CC1)C1=CC=C(C=C1)NC1=NC(=NC=2C=NNC(C21)=O)N2CCC(CC2)CC#N